C1(=CC=CC=C1)NC(\C=C/C1=CC=CC=C1)=O (Z)-N-phenyl-3-phenylacrylamide